O=C(NCCOCCOCCOCCOCCOCCOCCOCCOCCOCCOCCOCCOCCC(=O)OC1=C(C(=C(C(=C1F)F)F)F)F)CC[C@@H](N(C(CCCCCCCCCC(=O)OCC1=CC=CC=C1)=O)CCCCCCCCCCC)C(=O)OCC1=CC=CC=C1 43,54-dibenzyl 1-(perfluorophenyl) (R)-40,45-dioxo-44-undecyl-3,6,9,12,15,18,21,24,27,30,33,36-dodecaoxa-39,44-diazatetrapentacontane-1,43,54-tricarboxylate